ammonium heptadecanedicarboxylate C(CCCCCCCCCCCCCCCC)(C(=O)[O-])C(=O)[O-].[NH4+].[NH4+]